BrC1=CC=CC2=C1N=C(O2)C[C@@H](C(=O)OCC)NC(=O)OC(C)(C)C ethyl (S)-3-(4-bromobenzo[d]oxazol-2-yl)-2-((tert-butoxycarbonyl)amino)propanoate